C(C)OC(=O)C=1C=NC(=NC1)C1=C(C=C(C=C1)C1=NOC(=N1)C)C1CC1 2-(2-cyclopropyl-4-(5-methyl-1,2,4-oxadiazol-3-yl)phenyl)pyrimidine-5-carboxylic acid ethyl ester